CC1=C(NC2=NN(C=3C2=NC=CC3)C)C=CC=C1C1=CC=CC=C1 3-(2-methyl-3-phenylanilino)-1-methylpyrazolo[4,5-b]pyridin